3-((4-(hexahydropyrrolo[3,4-c]pyrrol-2(1H)-yl)phenyl)amino)-5-((R)-3-(3-methyl-2-oxoimidazol-1-yl)piperidin-1-yl)pyrazine-2-carboxamide C1N(CC2C1CNC2)C2=CC=C(C=C2)NC=2C(=NC=C(N2)N2C[C@@H](CCC2)N2C(N(C=C2)C)=O)C(=O)N